Boc-N-(3-aminopropyl)diethanolamine carbonate C(O)(O)=O.C(=O)(OC(C)(C)C)C(N(CCO)CCCN)CO